C(C(C)C)N1N=CC=C1C1=C(C=C(C=C1)C(F)(F)F)NS(=O)(=O)C=1C=C(C(=O)O)C=CC1OC 3-(N-(2-(1-isobutylpyrazol-5-yl)-5-(trifluoromethyl)phenyl)sulfamoyl)-4-methoxybenzoic acid